4-cyclohexyl 1-(1,1,1-trifluoro-3-((4-methoxybenzyl)oxy)-3-oxopropan-2-yl) 2-methylenesuccinate C=C(C(=O)OC(C(F)(F)F)C(=O)OCC1=CC=C(C=C1)OC)CC(=O)OC1CCCCC1